N-((3aS,4R,6S,7R,7aR)-6-(allyloxy)-4-(azidomethyl)-2,2-dimethyltetrahydro-4H-[1,3]dioxolo[4,5-c]pyran-7-yl)-2,2,2-trifluoroacetamide C(C=C)O[C@@H]1[C@@H]([C@@H]2[C@H]([C@H](O1)CN=[N+]=[N-])OC(O2)(C)C)NC(C(F)(F)F)=O